Cl.C1CCCC12CC(CCC2)N spiro[4.5]decan-7-amine HCl